ClC1=C(C=C(N)C=C1)OC1=NC=C(C=C1Cl)C(F)(F)F 4-chloro-3-(3-chloro-5-trifluoromethyl-2-pyridyloxy)aniline